3-CHLORO-1-BENZOFURAN-2-CARBALDEHYDE ClC1=C(OC2=C1C=CC=C2)C=O